ClC=1C=C(C=C(C1)NS(=O)(=O)C)NC(=O)C=1NN=C(C1)NC1=CC=CC=C1 N-(3-chloro-5-methanesulfonamidophenyl)-5-(phenylamino)-2H-pyrazole-3-carboxamide